tert-butyl 6-[4-[[4-[tert-butyl(dimethyl)silyl]oxyphenyl]-(5-cyano-1,2-dimethyl-pyrrol-3-yl)carbamoyl]-1,5-dimethyl-pyrrol-2-yl]-1,2,3,4-tetrahydroisoquinoline-7-carboxylate [Si](C)(C)(C(C)(C)C)OC1=CC=C(C=C1)N(C(=O)C=1C=C(N(C1C)C)C=1C=C2CCNCC2=CC1C(=O)OC(C)(C)C)C1=C(N(C(=C1)C#N)C)C